CC1=C(C=C(C=C1)NC(C1=CC(=NC=C1)C(F)(F)F)=O)C=1C=NC(=C(C1)N1CCOCC1)C#CC1CCNCC1 N-(4-methyl-3-(5-morpholino-6-(piperidin-4-yl-ethynyl)pyridin-3-yl)phenyl)-2-(tri-fluoromethyl)isonicotinamide